methyl 2-bromo-5-cyanobenzoate BrC1=C(C(=O)OC)C=C(C=C1)C#N